C(C1=CC=CC=C1)C=1C(NC=2C=C(C3=C(C2N1)C=CC=C3)OCC3=CC=C(C(=O)NO)C=C3)=O 4-(((2-Benzyl-3-oxo-3,4-dihydrobenzo[f]quinoxalin-6-yl)oxy)methyl)-N-hydroxybenzoamide